3-benzyloxy-N-(pyridin-3-yl)pyridine-4-carboxamide C(C1=CC=CC=C1)OC=1C=NC=CC1C(=O)NC=1C=NC=CC1